C(N)(=O)C1=[N+](C=CC(=C1)NC(=O)C1=C(C(=NN1CC1(CC(CC1)(F)F)C)C(C)(F)F)C)[O-] 2-carbamoyl-4-(1-((3,3-difluoro-1-methylcyclopentyl)methyl)-3-(1,1-difluoroethyl)-4-methyl-1H-pyrazole-5-carboxamido)pyridine 1-oxide